(R)-N-(4'-fluoro-3-methyl-[1,1'-biphenyl]-4-yl)-5-(piperidin-3-ylamino)pyrazolo[1,5-a]pyrimidine-3-carboxamide FC1=CC=C(C=C1)C1=CC(=C(C=C1)NC(=O)C=1C=NN2C1N=C(C=C2)N[C@H]2CNCCC2)C